{2-bromo-4-[(2,2-difluoroethyl)amino]-3-methoxy-6-nitrophenyl}(2-chloro-5-fluorophenyl)methanone BrC1=C(C(=CC(=C1OC)NCC(F)F)[N+](=O)[O-])C(=O)C1=C(C=CC(=C1)F)Cl